6-chloro-N-(3-methyl-4-{[1,2,3,4]tetrazolo[1,5-a]pyridin-7-yloxy}phenyl)pyrido[3,2-d]pyrimidin-4-amine ClC=1C=CC=2N=CN=C(C2N1)NC1=CC(=C(C=C1)OC1=CC=2N(C=C1)N=NN2)C